5-Oxo-4-(3,4,5-trifluorobenzyl)pyrrolidine-3-carbonitrile O=C1C(C(CN1)C#N)CC1=CC(=C(C(=C1)F)F)F